(2-(2-(methoxymethyl)cyclohexyl)quinolin-6-yl)methanol COCC1C(CCCC1)C1=NC2=CC=C(C=C2C=C1)CO